N(=[N+]=[N-])[C@H]1[C@H](N(CC1)C1=NC(=CC(=C1C#N)C(F)(F)F)C)C(=O)N(C)C1=CC=C(C=C1)Br (2S,3R)-3-azido-N-(4-bromophenyl)-1-[3-cyano-6-methyl-4-(trifluoromethyl)-2-pyridyl]-N-methyl-pyrrolidine-2-carboxamide